C(C=C)(=O)NC=1C=C(C=CC1)B(O)O N-acryloyl-m-aminophenylboronic acid